2-(8-(isopropylsulfanyl)imidazo[1,5-a]pyridin-3-yl)propan-2-amine hydrochloride Cl.C(C)(C)SC=1C=2N(C=CC1)C(=NC2)C(C)(C)N